ClC1=CC=C2C(=C(N(C2=C1C=1C(=NN(C1C)C)C)CCN1CCNCC1)C(=O)OC(C)(C)C)CCCOC1=CC=CC=2CCCCC12 tert-butyl 6-chloro-1-(2-(piperazin-1-yl)ethyl)-3-(3-((5,6,7,8-tetrahydronaphthalen-1-yl)oxy)propyl)-7-(1,3,5-trimethyl-1H-pyrazol-4-yl)-1H-indole-2-carboxylate